NC1=C(C=CC=C1)CN1N=C(C=C1C1=CC(=CC=C1)OC1CC1)CO [1-[(2-Aminophenyl)methyl]-5-(3-cyclopropoxyphenyl)-1H-pyrazol-3-yl]-methanol